C(C)(=O)O[C@@H]1COCC[C@H]1NC1=NN2C(C=N1)=C(C=C2C(C)CC)F (3S,4R)-4-{[5-fluoro-7-(sec-butyl)pyrrolo[2,1-f][1,2,4]triazin-2-yl]amino}oxan-3-yl acetate